N-{4-[2-(2-chloro-6-fluorophenyl)acetamido]pyridin-2-yl}-N-[3-chloro-4-(methylsulfonyl)phenyl]acetamide ClC1=C(C(=CC=C1)F)CC(=O)NC1=CC(=NC=C1)N(C(C)=O)C1=CC(=C(C=C1)S(=O)(=O)C)Cl